C(C)(=O)[O-].[Cn+2].C(C)(=O)[O-] copernicium acetate